3-cyano-1-methyl-4-[4-(5-methyl-1,3-benzooxazol-2-yl)piperidin-1-yl]-2-oxo-1,2-dihydroquinoline-6-carboxylic acid C(#N)C=1C(N(C2=CC=C(C=C2C1N1CCC(CC1)C=1OC2=C(N1)C=C(C=C2)C)C(=O)O)C)=O